BITHIAZOL S1C(=NC=C1)C=1SC=CN1